ClC=1C=C(C=C(C1)F)N1[C@H](CN(CC1)C(C(CC(=O)C1CC1)C)=O)C 1-[(3S)-4-(3-chloro-5-fluoro-phenyl)-3-methyl-piperazin-1-yl]-4-cyclopropyl-2-methyl-butane-1,4-dione